4-(6-(2-oxa-7-azaspiro[4.5]decan-7-yl)-1H-pyrrolo[2,3-b]pyridin-3-yl)-N-((S)-Piperidin-3-yl)-5-(trifluoromethyl)pyrimidin-2-amine C1OCCC12CN(CCC2)C2=CC=C1C(=N2)NC=C1C1=NC(=NC=C1C(F)(F)F)N[C@@H]1CNCCC1